OP(O)(=O)OP(=O)(O)O.NCCCCCCN hexamethylenediamine pyrophosphate salt